3-amino-4-vinylbenzyl-cesium NC=1C=C(C[Cs])C=CC1C=C